[Sc].[W] Tungsten scandium